(S)-2-(5-(3-(benzyloxy)-1H-pyrazol-5-yl)-1H-imidazol-1-yl)propan-1-ol C(C1=CC=CC=C1)OC1=NNC(=C1)C1=CN=CN1[C@H](CO)C